ClC=1C(=NN(C1C)C1OCCCC1)CO (4-chloro-5-methyl-1-(tetrahydro-2H-pyran-2-yl)-1H-pyrazol-3-yl)methanol